C1(=CC=CC2=CC=CC=C12)N(C1=C(C=CC=C1)N(C1=CC=CC=C1)C1=CC=CC2=CC=CC=C12)C1=CC=CC=C1 N,N'-bis(naphthalen-1-yl)-N,N'-diphenyl-phenylenediamine